2-(2-ethoxyacetyl)-5-[2-(2-ethoxyacetyl)-1,3-dioxo-2,3-dihydro-1H-indene-5-carbonyl]-2,3-dihydro-1H-indene-1,3-dione C(C)OCC(=O)C1C(C2=CC=C(C=C2C1=O)C(=O)C=1C=C2C(C(C(C2=CC1)=O)C(COCC)=O)=O)=O